OCCOC1=CC=C(C=C1)OCCO 1,4-di(hydroxyethoxy)benzene